5-{4-(phenanthren-2-yl)phenyl}-2-{4-(phenanthren-9-yl)phenyl}pyrimidine C1=C(C=CC=2C3=CC=CC=C3C=CC12)C1=CC=C(C=C1)C=1C=NC(=NC1)C1=CC=C(C=C1)C=1C2=CC=CC=C2C=2C=CC=CC2C1